O=S1(CCC(CC1)NC=1N=CC2=C(N1)N(C(C(=C2)OC2=C(C=C(C=C2)F)F)=O)C)=O 2-[(1,1-dioxo-tetrahydro-2H-thiopyran-4-yl)amino]-6-(2,4-difluorophenoxy)-8-methylpyrido[2,3-d]pyrimidin-7(8H)-one